N1(N=CN=C1)C1=CC=C(C=C1)C(=O)C1=CC=C(C=C1)N1N=CN=C1 bis(4-(1H-1,2,4-triazol-1-yl) phenyl) ketone